(S)-2-(6-bromochroman-8-yl)pyrrolidine-1-carboxylic acid tert-butyl ester C(C)(C)(C)OC(=O)N1[C@@H](CCC1)C=1C=C(C=C2CCCOC12)Br